phenoxyethanol, trihydrate O.O.O.O(C1=CC=CC=C1)C(C)O